BrC=1C(=NN2C1N=C(NC2=O)OCC(F)(F)F)C2=NC=CC=C2 8-bromo-7-(pyridin-2-yl)-2-(2,2,2-trifluoroethoxy)-3H-pyrazolo[1,5-a][1,3,5]triazin-4-one